NC1=C(C=C(CNC(OC(C)(C)C)=O)C=C1)OCC1CC1 tert-butyl (4-amino-3-(cyclopropylmethoxy)benzyl)carbamate